6-(tert-butyl)-2-oxo-10-((tetrahydrofuran-2-yl)methoxy)-6,7-dihydro-2H-pyrido[2',1':3,4]pyrazino[1,2-b]indazole-3-carboxylic acid C(C)(C)(C)C1N2C(C=3N(N=C4C(=CC=CC34)OCC3OCCC3)C1)=CC(C(=C2)C(=O)O)=O